5-bromopentyl (2-heptadecyl) carbonate C(OCCCCCBr)(OC(C)CCCCCCCCCCCCCCC)=O